ClC=1C2=CN(N=C2C=CC1C1=NNC2=NC(=C(N=C21)C)N2CCC1(CC(C[C@H]1N)(F)F)CC2)C (1R)-8-[3-(4-chloro-2-methyl-2H-indazol-5-yl)-5-methyl-1H-pyrazolo[3,4-b]pyrazin-6-yl]-3,3-difluoro-8-azaspiro[4.5]decan-1-amine